2-Bromo-N-(2-fluorophenyl)acrylamide BrC(C(=O)NC1=C(C=CC=C1)F)=C